ClC=1C=CC(=C2C=CN(C(C12)=O)C)OC1CC2(CN(C2)CCNC2=C(C=C3C=NN(C3=C2)CC(=O)N)F)C1 (6-((2-(6-((8-chloro-2-methyl-1-oxo-1,2-dihydroisoquinolin-5-yl)oxy)-2-azaspiro[3.3]heptan-2-yl)ethyl)amino)-5-fluoro-1H-indazol-1-yl)acetamide